(1,5-dimethyl-1H-pyrazol-4-yl)-6-methyl-4-[(1-methylcyclopropyl)amino]furo[2,3-d]pyrimidine-5-carboxamide CN1N=CC(=C1C)C=1N=C(C2=C(N1)OC(=C2C(=O)N)C)NC2(CC2)C